[[chloro(phenoxy)phosphoryl]amino]propanoate ClP(=O)(OC1=CC=CC=C1)NC(C(=O)[O-])C